3-(2,2-difluoroethyl)-5-((tetrahydro-2H-pyran-2-yloxy)methyl)isoxazole FC(CC1=NOC(=C1)COC1OCCCC1)F